FC=1C=CC(=NC1)C1=CNC2=NC=CC(=C21)N2C[C@H](CCC2)NC (3S)-1-[3-(5-fluoro-2-pyridyl)-1H-pyrrolo[2,3-b]pyridin-4-yl]-N-methyl-piperidin-3-amine